(R)-N-(1-(4-(1H-1,2,4-triazol-1-yl)phenyl)ethyl)thieno[2,3-d]pyrimidin-4-amine N1(N=CN=C1)C1=CC=C(C=C1)[C@@H](C)NC=1C2=C(N=CN1)SC=C2